C1(CCC1)C=1C(=NN(C1NC(=O)[C@@H]1C(C1)(F)F)C)C1(CCC1)C(F)(F)F (R)-N-(4-cyclobutyl-1-methyl-3-(1-(trifluoromethyl)cyclobutyl)-1H-pyrazol-5-yl)-2,2-difluoro-cyclopropane-1-carboxamide